C(C)OC(C(CNC(C1=C(C=CC(=C1)[N+](=O)[O-])Cl)=O)(F)F)=O 3-(2-Chloro-5-nitrobenzoylamino)-2,2-difluoropropionic acid ethyl ester